(2-aminoethyl)aminonaphthalene-1-sulfonic acid sodium salt [Na+].NCCNC1=C(C2=CC=CC=C2C=C1)S(=O)(=O)[O-]